ClC=1C(=NC=CC1C1=NC(=C(C=C1)CNC[C@@H]1CCC(N1)=O)OC)C1=C(C(=CC=C1)NC1=NC=CC(=C1F)CNCCCF)Cl (S)-5-((((3'-Chloro-2'-(2-chloro-3-((3-fluoro-4-(((3-fluoropropyl)amino)methyl)pyridin-2-yl)amino)phenyl)-6-methoxy-[2,4'-bipyridin]-5-yl)methyl)amino)methyl)pyrrolidin-2-one